N(=[N+]=[N-])C(C)(C)C1=CN=C(C2=CN=C(C=C12)Cl)OCC1CS(C1)(=O)=O 3-(((4-(2-Azidopropan-2-yl)-6-chloro-2,7-naphthyridin-1-yl)oxy)methyl)thietane 1,1-dioxide